4-methoxy-6-phenylindazolo[3,2-a]isoquinoline COC=1C=2C=C(N3C(C2C=CC1)=C1C=CC=CC1=N3)C3=CC=CC=C3